N-(5-Cyano-2-(4-(2,4-difluorophenoxy)piperidin-1-yl)pyridin-3-yl)-6-methylpicolinamid C(#N)C=1C=C(C(=NC1)N1CCC(CC1)OC1=C(C=C(C=C1)F)F)NC(C1=NC(=CC=C1)C)=O